2-[4-hydroxy-3-(4-hydroxyphenyl)benzyl]-4-(4-hydroxyphenyl)phenol OC1=C(C=C(CC2=C(C=CC(=C2)C2=CC=C(C=C2)O)O)C=C1)C1=CC=C(C=C1)O